N-(4-AMINO-3,4-DIOXO-1-PHENYLBUTAN-2-YL)-1-(3-((BENZYLOXY)METHYL)PHENYL)-3-METHYL-1H-PYRAZOLE-5-CARBOXAMIDE NC(C(C(CC1=CC=CC=C1)NC(=O)C1=CC(=NN1C1=CC(=CC=C1)COCC1=CC=CC=C1)C)=O)=O